2,3-dihydroxy-1-propanesulfonate OC(CS(=O)(=O)[O-])CO